2-methyl-4-[4-(4,4,5,5-tetramethyl-1,3,2-dioxaborolan-2-yl)-3,6-dihydro-2H-pyran-6-yl]triazole CN1N=CC(=N1)C1C=C(CCO1)B1OC(C(O1)(C)C)(C)C